C(#N)C=1C(=NC(=C(C1OCC)C#N)N(C)C)SC(C(=O)N)C1=CC=CC=C1 2-((3,5-dicyano-6-(dimethylamino)-4-ethoxypyridin-2-yl)thio)-2-phenylacetamide